FC=1C(=C(C=CC1F)C1C(SC(C1)(C(F)(F)F)C)C(=O)NC1=CC2=C(B(OC2)O)C=C1)OC 3-(3,4-difluoro-2-methoxyphenyl)-N-(1-hydroxy-1,3-dihydrobenzo[c][1,2]oxaborol-5-yl)-5-methyl-5-(trifluoromethyl)tetrahydrothiophene-2-carboxamide